(S)-6-(1-amino-1,3-dihydrospiro[indene-2,4'-piperidine]-1'-yl)-3-(1-(2-methoxypyridin-4-yl)vinyl)-1,5-dihydro-4H-pyrazole N[C@@H]1C2=CC=CC=C2CC12CCN(CC2)C2=CC(=CC(=N2)OC)C(=C)C2=NNCC2